BrC1=CC(=CC=2N(C=NC21)C)[N+](=O)[O-] 4-bromo-1-methyl-6-nitro-1,3-benzodiazole